CC1=NN2C(=NN=C(C2=C1)O)N[C@H]1CN(CCC1)C (R)-2-Methyl-7-((1-methylpiperidin-3-yl)amino)pyrazolo[1,5-d][1,2,4]triazin-4-ol